2-((R)-3-((6-(2-hydroxy-4-(trifluoromethyl)phenyl)-5-methylpyridazin-3-yl)amino)piperidin-1-yl)-1-((R)-3-methylpiperazin-1-yl)ethan-1-one OC1=C(C=CC(=C1)C(F)(F)F)C1=C(C=C(N=N1)N[C@H]1CN(CCC1)CC(=O)N1C[C@H](NCC1)C)C